[1,3]dioxetane O1COC1